(E)-7-Chloro-4-(2-(3-fluoro-4-(1H-imidazol-1-yl)benzylidene)hydrazineyl)quinoline ClC1=CC=C2C(=CC=NC2=C1)N/N=C/C1=CC(=C(C=C1)N1C=NC=C1)F